(S)-2-((4-(6-((4-chloro-2-fluorobenzyl)oxy)pyridin-2-yl)-5,6-dihydro-1,2,4-Triazin-1(4H)-yl)methyl)-1-(oxetan-2-ylmethyl)-1H-benzo[d]imidazole-6-carboxylic acid ClC1=CC(=C(COC2=CC=CC(=N2)N2C=NN(CC2)CC2=NC3=C(N2C[C@H]2OCC2)C=C(C=C3)C(=O)O)C=C1)F